C1(CCC1)NC1CCC(CC1)N1C(NC2=C1C=C(C(=C2)C=2C=C(C=1N(C2)N=CN1)OC)C)=O 1-((1S,4S)-4-(Cyclobutylamino)cyclohexyl)-5-(8-methoxy-[1,2,4]triazolo[1,5-a]pyridin-6-yl)-6-methyl-1,3-dihydro-2H-benzo[d]imidazol-2-on